N-(((3S,5S)-1-(2,2-diphenylethyl)-2-oxo-3-(3-(Piperidin-1-yl)propyl)-1,4-diazepine-5-yl)methyl)-2-naphthylcarboxamide C1(=CC=CC=C1)C(CN1C([C@@H](N=C(C=C1)CNC(=O)C1=CC2=CC=CC=C2C=C1)CCCN1CCCCC1)=O)C1=CC=CC=C1